4-Hydroxy-1-methyl-2-oxo-6-(4-(trifluoromethyl)phenyl)-1,2,5,6-tetrahydropyridine-3-carboxylic acid ethyl ester C(C)OC(=O)C=1C(N(C(CC1O)C1=CC=C(C=C1)C(F)(F)F)C)=O